C[C@@H]1CC[C@@]2([C@H]([C@]3([C@@H](O2)C[C@@H]4[C@@]3(CC[C@H]5[C@H]4CC=C6[C@@]5(CC[C@@H](C6)O)C)C)O)C)OC1 The molecule is an oxaspiro compound that is spirost-5-en substituted by hydroxy groups at positions 3 and 17 (3beta,25R stereoisomer). It has a role as a metabolite. It is a 17alpha-hydroxy steroid, an oxaspiro compound, an organic heterohexacyclic compound, a sapogenin and a 3beta-hydroxy-Delta(5)-steroid. It derives from a hydride of a spirostan.